O1[Se]C(CC1)=O oxaselenolanone